4-(2H-tetrazol-5-yl)benzaldehyde hydrochloride Cl.N=1NN=NC1C1=CC=C(C=O)C=C1